BrC=1C=C2CN(CC2=CC1)C([C@H](CC)C)=O (S)-1-(5-Bromoisoindolin-2-yl)-2-methylbutan-1-one